3-(4,5-dihydro-1H-pyrazol-5-yl)-5-fluorobenzonitrile N1N=CCC1C=1C=C(C#N)C=C(C1)F